((6-((bis(pyridin-2-ylmethyl) amino) methyl) pyridin-3-yl) methyl) thioacetate C(C)(=S)OCC=1C=NC(=CC1)CN(CC1=NC=CC=C1)CC1=NC=CC=C1